CN(C1=CC=C(C=N1)C12CCC(CC1)(CC2)CN(C(=O)[C@@H]2CC[C@H](CC2)CC(=O)O)C2=CC(=CC=C2)C=2C=NN(C2)C(C)C)C trans-2-(4-(((4-(6-(Dimethylamino)pyridin-3-yl)bicyclo[2.2.2]octan-1-yl)methyl)(3-(1-isopropyl-1H-pyrazol-4-yl)phenyl)carbamoyl)cyclohexyl)acetic acid